(2R,6R)-1-isobutyryl-6-methyl-4-((1R)-4,4,4-trifluoro-3-hydroxy-3-methyl-1-phenylbutyl)piperazine-2-carboxylic acid C(C(C)C)(=O)N1[C@H](CN(C[C@H]1C)[C@H](CC(C(F)(F)F)(C)O)C1=CC=CC=C1)C(=O)O